benzyl (2S,4R)-1-((4-benzoylbenzoyl)glycyl)-4-fluoro-4-(fluoromethyl)pyrrolidine-2-carboxylate C(C1=CC=CC=C1)(=O)C1=CC=C(C(=O)NCC(=O)N2[C@@H](C[C@@](C2)(CF)F)C(=O)OCC2=CC=CC=C2)C=C1